C(#N)C=1C=CC(=C2N=CC=NC12)N1CC(CC(C1)C)C(=O)NC1CN(CCC1)C 1-(8-cyanoquinoxalin-5-yl)-5-methyl-N-(1-methyl-3-piperidinyl)piperidine-3-carboxamide